N-tert-butyl-1-(2-nitrophenyl)methanimine C(C)(C)(C)N=CC1=C(C=CC=C1)[N+](=O)[O-]